O1CCN(CC1)CCOC(=O)C1=C(C2=C(S1)C=CC=C2OC)COC2=CC=C(C=C2)C(N)=O 3-((4-carbamoylphenoxy)methyl)-4-methoxybenzo[b]thiophene-2-carboxylic acid 2-morpholinoethyl ester